7-bromo-6-chloro-4-(cyclopent-1-en-1-yl)-1-(4-methoxybenzyl)-1H-pyrazolo[4,3-c]pyridine BrC=1C2=C(C(=NC1Cl)C1=CCCC1)C=NN2CC2=CC=C(C=C2)OC